1-(4-((7-ethoxy-4-(1-methyl-3-phenyl-1H-pyrazol-4-yl)quinazolin-6-yl)oxy)piperidin-1-yl)propan-1-one C(C)OC1=C(C=C2C(=NC=NC2=C1)C=1C(=NN(C1)C)C1=CC=CC=C1)OC1CCN(CC1)C(CC)=O